C1(=CC=CC=C1)P(OCCC)C1=CC=CC=C1 diphenyl-propoxyphosphine